IC=1C=NN(C1C)CC1(CCCCCC1)CCOC 4-iodo-1-((1-(2-methoxyethyl)cycloheptyl)methyl)-5-methyl-1H-pyrazole